1,2-dimethyloxy-3-(dimethylamino)ethoxypropane COCC(COCCN(C)C)OC